BrC1=CC=2C(C3=CC(=CC=C3C2C=C1)Br)(CCCC)CCCC 2,7-dibromo-9,9-dibutyl-fluorene